ClC1=C(CN2C3=C(OCC2=O)C=CC(=C3)C(=O)NO)C=C(C=C1)OC 4-(2-chloro-5-methoxybenzyl)-N-hydroxy-3-oxo-3,4-dihydro-2H-benzo[b][1,4]oxazine-6-carboxamide